1-(tert-butyl) 2-methyl (2R)-3-allyl-3-fluoro-4-oxopyrrolidine-1,2-dicarboxylate C(C=C)C1([C@H](N(CC1=O)C(=O)OC(C)(C)C)C(=O)OC)F